2-[methyl-[5-methyl-6-[(Z)-[3-(2-trimethylsilyl-ethoxymethyl)-1,3-benzothiazol-2-ylidene]amino]pyridazin-3-yl]amino]thiazole-4-carboxylic acid ethyl ester C(C)OC(=O)C=1N=C(SC1)N(C=1N=NC(=C(C1)C)\N=C\1/SC2=C(N1COCC[Si](C)(C)C)C=CC=C2)C